FC(C1=NN=C(O1)C1=CC=2N(C=C1)C=C(N2)CN(C(=O)C2CN(C2)C(C)C)C2=CC(=CC=C2)F)F N-((7-(5-(difluoromethyl)-1,3,4-oxadiazol-2-yl)imidazo[1,2-a]pyridin-2-yl)methyl)-N-(3-fluorophenyl)-1-isopropylazetidine-3-carboxamide